2-methoxy-4-(4-methyl-1H-pyrazol-1-yl)aniline COC1=C(N)C=CC(=C1)N1N=CC(=C1)C